[K+].S([O-])([O-])(=O)=O.[K+] sulfuric acid, potassium salt